FC1=C(C2=C(C(=C(C(=C2C(=C1N(C)C)N(C)C)N(C)C)F)N(C)C)N(C)C)N(C)C 2,6-difluoro-1,3,4,5,7,8-hexakis(dimethylamino)naphthalene